ClC1=CC(=C(C=C1Cl)N1CC(CC1)C=1C(=C(C(=O)O)C=CC1)F)F 3-(1-(4,5-dichloro-2-fluorophenyl)pyrrolidin-3-yl)-2-fluorobenzoic acid